NC1=C(C(=NN1C1(CC1)C)C1=C(C=C(C=C1)C(C(=O)NC1=CC(=NO1)C12CC(C1)(C2)C(F)(F)F)C)F)C#N 2-[4-[5-Amino-4-cyano-1-(1-methylcyclopropyl)pyrazol-3-yl]-3-fluorophenyl]-N-[3-[3-(trifluoromethyl)bicyclo[1.1.1]pentan-1-yl]-1,2-oxazol-5-yl]propanamide